1-(4-Fluorophenyl)-3-[4-(1-hydroxyhexoxy)phenyl]prop-2-en-1-one FC1=CC=C(C=C1)C(C=CC1=CC=C(C=C1)OC(CCCCC)O)=O